C(C1=CC=CC=C1)(C1=CC=CC=C1)N1CC(C1)C(CCl)=O 1-(1-benzhydryl-azetidin-3-yl)-2-chloro-ethanone